(S)-3-amino-3-(2',3'-difluorobiphenyl-3-yl)propanoic acid ethyl ester C(C)OC(C[C@@H](C=1C=C(C=CC1)C1=C(C(=CC=C1)F)F)N)=O